3,5,9,11,15,17-hexa(mercaptomethylsulfanyl)-1,19-dimercapto-2,6,8,12,14,18-hexathianonadecane SCSC(SCS)CC(SCSC(CC(SCSC(CC(SCS)SCS)SCS)SCS)SCS)SCS